N[C@@H]1CN(CC[C@H]1F)C1=NC2=C(N1CC(=O)N(CC)CC(C)C#N)C=C(C(=C2)F)F 2-(2-((3R,4R)-3-Amino-4-fluoropiperidin-1-yl)-5,6-difluoro-1H-benzo[d]imidazol-1-yl)-N-(2-cyanopropyl)-N-ethylacetamid